CN(C1CCN(CC1)C1=C(C=C(C=C1)C=1C=CC=2N=CC=3N(C2N1)C(=NN3)C3C[C@H](O[C@H](C3)C)C)C(F)(F)F)C N,N-dimethyl-1-(2-(trifluoromethyl)-4-(9-((2R,6S)-2,6-dimethyltetrahydro-2H-pyran-4-yl)pyrido[3,2-e][1,2,4]triazolo[4,3-a]pyrazin-2-yl)phenyl)piperidin-4-amine